CC1=CN=C(S1)NC(C(=C)CC1=NC(=NO1)C1(CC1)C1=CC=C(C=C1)SC(F)(F)F)=O N-(5-methylthiazol-2-yl)-2-((3-(1-(4-((trifluoromethyl)thio)phenyl)cyclopropyl)-1,2,4-oxadiazol-5-yl)methyl)acrylamide